CC(CCC(C)O)C(C)C 5,6-dimethyl-2-heptanol